Pyrrolo[3,2-d]Pyridazine N1C=CC=2C=NN=CC21